C(C)(C)(C)C=1C=C2C=CC(=CC2=CC1)B1OC(C)(C)C(C)(C)O1 6-tert-butyl-2-naphthaleneboronic acid pinacol ester